6-(7,8-dimethyl-3-(trifluoromethyl)-[1,2,4]triazolo[4,3-b]pyridazin-6-yl)-3-(4-methylpiperazin-1-yl)-5,6,7,8-tetrahydro-1,6-naphthyridine CC1=C(C=2N(N=C1N1CC=3C=C(C=NC3CC1)N1CCN(CC1)C)C(=NN2)C(F)(F)F)C